2-((S)-1-acryloyl-4-((S)-4-chloro-2'-(((S)-1-methylpyrrolidin-2-yl)methoxy)-5',8'-dihydro-6'H-spiro[indene-1,7'-quinazolin]-4'-yl)piperazin-2-yl)acetonitrile C(C=C)(=O)N1[C@H](CN(CC1)C1=NC(=NC=2C[C@@]3(CCC12)C=CC1=C(C=CC=C13)Cl)OC[C@H]1N(CCC1)C)CC#N